C(CCCCCCC\C=C/CCCCCCCC)(=O)OC[C@@H](OC(CCCCCCC\C=C/CCCCCCCC)=O)COP(=O)(O)OCCN 1,2-dioleoyl-SN-glycero-3-phosphoethanolamine